racemic-4-methyl-1,3-oxazolidin-2-one C[C@H]1NC(OC1)=O |r|